2-oxo-spiro[1,4-dihydroquinoline-3,1'-cyclopropane] O=C1NC2=CC=CC=C2CC12CC2